N-ethyl-5-fluoro-1-methyl-6-oxo-N-(2,2,2-trifluoro-1-(4-fluorophenyl)ethyl)-1,6-dihydropyridine-3-sulfonamide C(C)N(S(=O)(=O)C1=CN(C(C(=C1)F)=O)C)C(C(F)(F)F)C1=CC=C(C=C1)F